4-[2-(4-benzylpiperidin-1-yl)-1-hydroxypropyl]phenol C(C1=CC=CC=C1)C1CCN(CC1)C(C(O)C1=CC=C(C=C1)O)C